4-fluoro-1-(oxetan-2-yl-methyl)-1H-benzo[d]imidazole-6-carboxylic acid methyl ester COC(=O)C=1C=C(C2=C(N(C=N2)CC2OCC2)C1)F